CS(=O)(=O)C1(COC1)C1=CC=C(OC[C@@H](C)N2CCC3(CC2)C(NC2=CC=C(C=C23)C#N)=O)C=C1 |o1:14| (R) or (S)-1'-{1-[4-(3-methanesulfonyloxetan-3-yl)phenoxy]propan-2-yl}-2-oxo-1,2-dihydrospiro[indole-3,4'-piperidine]-5-carbonitrile